Cl.BrC1=C(C=C(C=C1)F)NN (2-bromo-5-fluorophenyl)hydrazine hydrochloride